(5-((R)-3-methylmorpholino)-3-(1-(tetrahydro-2H-pyran-2-yl)-1H-pyrazol-5-yl)isothiazolo[4,5-b]pyridin-7-yl)methanol C[C@@H]1COCCN1C1=CC(=C2C(=N1)C(=NS2)C2=CC=NN2C2OCCCC2)CO